lithium bis(trifluoromethanesulfenamide) FC(SN)(F)F.FC(SN)(F)F.[Li]